The molecule is an erythromycin cation that is the conjugate acid of erythromycin A, arising from protonation of the tertiary amino group on the 3,4,6-trideoxy-3-(dimethylamino)-beta-D-xylo-hexopyranosyl residue; major species at pH 7.3. It has a role as a bacterial metabolite. It is a conjugate acid of an erythromycin A. CC[C@@H]1[C@@]([C@@H]([C@H](C(=O)[C@@H](C[C@@]([C@@H]([C@H]([C@@H]([C@H](C(=O)O1)C)O[C@H]2C[C@@]([C@H]([C@@H](O2)C)O)(C)OC)C)O[C@H]3[C@@H]([C@H](C[C@H](O3)C)[NH+](C)C)O)(C)O)C)C)O)(C)O